C(C)(C)(C)OC(=O)N1C[C@@H]([C@@H](CC1)N(C1=CC=C(C=C1)F)C)OC (3S,4R)-4-(4-fluoro-N-methyl-anilino)-3-methoxy-piperidine-1-carboxylic acid tert-butyl ester